O1CC(C1)COC1=CC=CC(=N1)N 6-(oxetan-3-ylmethoxy)pyridin-2-amine